FC=1C=C(C=CC1N1CC(CC1)OC)C=1N=C(SC1C)N 4-(3-fluoro-4-(3-methoxypyrrolidin-1-yl)phenyl)-5-methylthiazol-2-amine